7-amino-6-(2-chloro-3-hydroxy-6-methylphenyl)-4-methyl-2,3-dihydrofuro[2,3-d]pyrrolo[2,3-b]pyridine-8-carboxamide NC1=C(C=2C(=NC(=C3C2OCC3)C)N1C1=C(C(=CC=C1C)O)Cl)C(=O)N